ClC=1C=C(C=CC1Cl)C=1N(C(=CC(C1C(=O)O)=O)CN1N=C(C=C1O)C)CC 2-(3,4-dichlorophenyl)-1-ethyl-6-[(5-hydroxy-3-methyl-pyrazol-1-yl)methyl]-4-oxo-pyridine-3-carboxylic acid